N1N(CC2=CC=CC=C12)CNC(=S)NC1=C(C=CC=C1)OC 1-((1H-indazol-2-yl)methyl)-3-(2-methoxyphenyl)thiourea